N-vinylacetoamide C(=C)NC(C)=O